1-(2'-deoxy-beta-D-ribofuranosyl)-3-nitropyrrole C1[C@@H]([C@H](O[C@@H]1N2C=CC(=C2)[N+](=O)[O-])CO)O